ClC=1C=CC(=C(C1)NC1=NN2C(N=C(C=C2NCC2(CCC2)C2=CC=CC=C2)C)=N1)OC N2-(5-chloro-2-methoxyphenyl)-5-methyl-N7-[(1-phenylcyclobutyl)methyl]-[1,2,4]triazolo[1,5-a]pyrimidine-2,7-diamine